C12CNCC(CCC1)N2C=2N(C(C1=C(N2)NC=C1C1=C(C2=C(N(N=C2C=C1)C)Cl)F)=O)C 2-(3,9-diaza-bicyclo[3.3.1]nonan-9-yl)-5-(3-chloro-4-fluoro-2-methyl-2H-indazol-5-yl)-3-methyl-3,7-dihydro-4H-pyrrolo[2,3-d]pyrimidin-4-one